NC1=CC(=NC=2N1N=CC2CC)N2C(CCCC2)C(C)O (1-(7-amino-3-ethylpyrazolo[1,5-a]pyrimidin-5-yl)piperidin-2-yl)ethan-1-ol